2,3,4,6-tetra-O-acetyl-alpha-D-galactopyranosyl bromide CC(=O)OC[C@@H]1[C@@H]([C@@H]([C@H]([C@H](O1)Br)OC(=O)C)OC(=O)C)OC(=O)C